octylmalate C(CCCCCCC)OC(C(O)CC(=O)[O-])=O